4,6-DIMETHYLHEPTYL ACETATE C(C)(=O)OCCCC(CC(C)C)C